triisopropyl-[2-(4,4,5,5-tetramethyl-1,3,2-dioxaborolan-2-yl)allyloxy]silane C(C)(C)[Si](OCC(=C)B1OC(C(O1)(C)C)(C)C)(C(C)C)C(C)C